1-(3-chloro-4-pyridyl)-N-methyl-ethanamine ClC=1C=NC=CC1C(C)NC